N-{[2-(2,2-dimethylpyrrolidine-1-carbonyl)-5-fluorophenyl]methyl}-5-{2-acetamidoimidazo[1,2-b]pyridazin-6-yl}-4-fluoro-2-methoxybenzamide CC1(N(CCC1)C(=O)C1=C(C=C(C=C1)F)CNC(C1=C(C=C(C(=C1)C=1C=CC=2N(N1)C=C(N2)NC(C)=O)F)OC)=O)C